C(#N)CC1=C(C=CC=C1)[C@@H](CN1C(N(C(C2=C1SC(=C2C)C=2OC=CN2)=O)C(C(=O)O)(C)C)=O)OC2CCOCC2 (S)-2-(1-(2-(2-(cyanomethyl)phenyl)-2-((tetrahydro-2H-pyran-4-yl)oxy)ethyl)-5-methyl-6-(oxazol-2-yl)-2,4-dioxo-1,2-dihydrothieno[2,3-d]pyrimidin-3(4H)-yl)-2-methylpropionic acid